3-(6-azaspiro[2.5]octan-6-yl)aniline C1CC12CCN(CC2)C=2C=C(N)C=CC2